ClCC(=O)N[C@@H](CO)C1=NC2=C(N1[C@@H]1CC[C@H](CC1)OC)C=CC(=C2)C=2C(=NOC2C)C 2-chloro-N-((R)-1-(5-(3,5-dimethylisoxazol-4-yl)-1-((trans)-4-methoxycyclohexyl)-1H-benzo[d]imidazole-2-yl)-2-hydroxyethyl)acetamide